3-mercapto-5-phenyl-1,2,4-triazole SC1=NNC(=N1)C1=CC=CC=C1